N-[3-(dimethylamino)propyl]-D-alaninamide CN(CCCNC([C@H](N)C)=O)C